O1C=NC2=C1C=C(C=C2)C(=O)[O-] 1,3-benzoxazole-6-carboxylate